C1(CC1)C(=O)N1CC(C1)N1N=C(C(=C1)NC(=O)C=1OC(=CC1)C=1C=NNC1)C1=NC=CC=C1 N-[1-{1-(Cyclopropanecarbonyl)azetidin-3-yl}-3-(pyridine-2-yl)-1H-pyrazol-4-yl]-5-(1H-pyrazol-4-yl)furan-2-carboxamide